C(=O)O.NCCCNC(NCCNC(C1=C(C=C(C=C1)NC=1C=2N(C=CN1)C(=CN2)C=2C(=NNC2)C(F)(F)F)CC)=O)=O N-(2-(3-(3-aminopropyl)ureido)ethyl)-2-ethyl-4-((3-(3-(trifluoromethyl)-1H-pyrazol-4-yl)imidazo[1,2-a]pyrazin-8-yl)amino)benzamide formate